N[C@H]1CN(CCC1)C(=O)C=1C=C(C=2N(C1)N=C(C2C)C2=CC=1C(=NC(=CC1)N1CCC(CC1)N1C(CCC1)=O)N2CC2CC2)F 1-[1-(2-{6-[(3R)-3-Aminopiperidine-1-carbonyl]-4-fluoro-3-methylpyrazolo[1,5-a]pyridin-2-yl}-1-(cyclopropylmethyl)-1H-pyrrolo[2,3-b]pyridin-6-yl)piperidin-4-yl]pyrrolidin-2-one